chloro-6-ethoxy-4-(3-((4-methyl-4H-1,2,4-triazol-3-yl)methyl)oxetan-3-yl)pyridine ClC1=NC(=CC(=C1)C1(COC1)CC1=NN=CN1C)OCC